(S)-N-(4-(((2R,5S)-3-(4-Cyano-3-(trifluoromethyl)phenyl)-2-(trifluoromethyl)oxazolidin-5-yl)methoxy)phenyl)pyrrolidin-2-carboxamid C(#N)C1=C(C=C(C=C1)N1[C@H](O[C@@H](C1)COC1=CC=C(C=C1)NC(=O)[C@H]1NCCC1)C(F)(F)F)C(F)(F)F